tri(n-butyl)ammonium tetrakis(3,5-bis(trifluoromethyl)phenyl)borate FC(C=1C=C(C=C(C1)C(F)(F)F)[B-](C1=CC(=CC(=C1)C(F)(F)F)C(F)(F)F)(C1=CC(=CC(=C1)C(F)(F)F)C(F)(F)F)C1=CC(=CC(=C1)C(F)(F)F)C(F)(F)F)(F)F.C(CCC)[NH+](CCCC)CCCC